11-(methoxymethyl)-1,12-dihydro-14H-pyrano[3',4':6,7]indolizino[1,2-b]quinoline-3,14(4H)-dione COCC1=C2C(=NC=3C=CC=CC13)C1=CC3=C(C(N1C2)=O)COC(C3)=O